6-methyl-N4-(4-piperidinyl)-N2-[7-(3-pyrrolidin-1-ylpropoxy)-2,3-dihydrobenzofuran-5-yl]pyrimidine-2,4-diamine CC1=CC(=NC(=N1)NC=1C=C(C2=C(CCO2)C1)OCCCN1CCCC1)NC1CCNCC1